C(C)(C)(C)NS(=O)(=O)C1=CC=C(C=C1)C(C)OC1=C2C(=CC(=NC2=C(C=C1)C)C=1OC2=C(C1C)C=CC=C2)C(=O)O 5-[1-[4-(tert-butylsulfamoyl)phenyl]ethoxy]-8-methyl-2-(3-methyl-1-benzofuran-2-yl)quinoline-4-carboxylic acid